(R)-1-((1-(tert-butoxycarbonyl)pyrrolidin-3-yl)methyl)-2-(1-(cyclopropylmethyl)-1H-pyrrolo[2,3-b]pyridin-2-yl)-7-methoxy-1H-benzo[d]imidazole-5-carboxylic acid methyl ester COC(=O)C1=CC2=C(N(C(=N2)C2=CC=3C(=NC=CC3)N2CC2CC2)C[C@@H]2CN(CC2)C(=O)OC(C)(C)C)C(=C1)OC